C(#N)C1=CC=C(C=C1)NCCC1OCC(CO1)(CO)NC(OC(C)(C)C)=O tert-butyl ((2r,5r)-2-(2-((4-cyanophenyl)amino)ethyl)-5-(hydroxymethyl)-1,3-dioxan-5-yl)carbamate